COC1=CC=C(C=C1)C1C(N(CCO1)C(=O)NCC1CCOCC1)(C)C (4-methoxyphenyl)-3,3-dimethyl-N-(tetrahydropyran-4-ylmethyl)morpholine-4-carboxamide